C(N)(OC1CNCC1CC1=CC=2C(=CN=C(C2C2=C(C(=CC=C2)F)C#N)C2=CC(=C(C=C2)C)C)N1COCC[Si](C)(C)C)=O (4-((4-(3-fluoro-cyanophenyl)-5-(3,4-dimethylphenyl)-1-((2-(trimethylsilyl) ethoxy) methyl)-1H-pyrrolo[2,3-c]pyridin-2-yl) methyl) pyrrolidin-3-yl) carbamate